NC1=C(C(=O)NC=2SC(=CN2)Br)C=CC=C1 2-amino-N-(5-bromothiazol-2-yl)benzamide